C(C1=CC=CC=C1)N1CC(CC1)=NC(C)(C)C 1-benzyl-N-(tert-butyl)pyrrolidine-3-imine